C1(CCCCC(=O)OCC(CO1)OC(CCCNC)=O)=O O'-(2-((4-(methylamino) butyryl) oxy) propane-1,3-diyl) adipate